2-(5'-tert-butyl-2'-hydroxy-phenyl)benzotriazole Methyl-([trans-4-[2-(cyanomethyl)-1H-imidazo[4,5-d]thieno[3,2-b]pyridin-1-yl]cyclohexyl]methyl)carbamate CN(C(O)=O)C[C@@H]1CC[C@H](CC1)N1C(=NC=2C1=C1C(=NC2)C=CS1)CC#N.C(C)(C)(C)C=1C=CC(=C(C1)N1N=C2C(=N1)C=CC=C2)O